(S)-1'-(6-amino-5-((3,5-dichloro-pyridin-4-yl)thio)pyrazin-2-yl)-5,7-dihydrospiro[cyclopenta[b]pyridine-6,4'-piperidin]-5-amine NC1=C(N=CC(=N1)N1CCC2(CC1)[C@@H](C=1C(=NC=CC1)C2)N)SC2=C(C=NC=C2Cl)Cl